C1(CC1)C=1C=2N(C=CC1)C=C(N2)C=NO 8-cyclopropylimidazo[1,2-a]pyridine-2-carbaldehyde oxime